OCC1(OC2=C(C1)C=C(C(=C2)N2CCOCC2)NC(=O)C=2C=NN1C2N=CC=C1)C N-[2-(hydroxymethyl)-2-methyl-6-morpholino-3H-benzofuran-5-yl]pyrazolo[1,5-a]pyrimidine-3-carboxamide